(S)-tert-butyl 1-azido-28-(tert-butoxycarbonyl)-25,30-dioxo-3,6,9,12,15,18,21-heptaoxa-24,29-diazaheptatetracontan-47-oate N(=[N+]=[N-])CCOCCOCCOCCOCCOCCOCCOCCNC(CC[C@H](NC(CCCCCCCCCCCCCCCCC(=O)OC(C)(C)C)=O)C(=O)OC(C)(C)C)=O